P(=O)(F)(F)OC(COC(CC(F)(F)F)(F)F)COC(CC(F)(F)F)(F)F 1,3-bis(pentafluoropropoxy)-2-propanol difluorophosphate